10-Chloro-6-cyclopropyl-4-(7-fluoro-1H-indazol-4-yl)-3-pyridin-1-ium-1-yl-1H-benzo[h]quinolin-2-one ClC1=CC=CC2=C(C=C3C(=C(C(NC3=C21)=O)[N+]2=CC=CC=C2)C2=C1C=NNC1=C(C=C2)F)C2CC2